ClC1=CC=C(C=C1)C1=C(C[C@]2(CCC[C@H]2C1)C)C=O (3aR,7aS)-6-(4-chlorophenyl)-3a-methyl-2,3,3a,4,7,7a-hexahydro-1H-Indene-5-carbaldehyde